[Cu].[Ag].[Bi] bismuth-silver-copper